N[C@@H]1CN(CC12CC2)C(=O)OC(C)(C)C tert-butyl (S)-7-amino-5-azaspiro[2.4]heptane-5-carboxylate